[N].C(=C)C1=NC=CC=C1 2-vinyl-pyridine nitrogen